NC1=NN2C(C=C(C=C2)C=2C=NC(=C(C(=O)NCC3=C(C(=CC(=C3)F)F)OC3COCC3)C2)C)=N1 5-(2-amino-[1,2,4]triazolo[1,5-a]pyridin-7-yl)-N-(3,5-difluoro-2-((tetrahydrofuran-3-yl)oxy)benzyl)-2-methylnicotinamide